ClC=1C=C(C=CC1F)C(N1C[C@@H](N(C[C@H]1C)C1=C2N=C(N(C2=NC(=N1)NN)C[C@H]1OCCC1)C)C)C1CC(C1)(F)F 6-((2S,5R)-4-((3-chloro-4-fluorophenyl)(3,3-difluorocyclobutyl)methyl)-2,5-dimethylpiperazin-1-yl)-2-hydrazineyl-8-methyl-9-(((S)-tetrahydrofuran-2-yl)methyl)-9H-purine